FC1=CC(=C2C=NNC2=C1)OC 6-fluoro-4-methoxy-1H-indazole